C1(CC1)C1=C(C(=NO1)C1=C(C=CC=C1Cl)Cl)COC1C2C(N(C(C1)C2)C2=CC=C(C(=O)O)C=C2)CC 4-(5-[[5-cyclopropyl-3-(2,6-dichlorophenyl)-1,2-oxazol-4-yl]methoxy]-3-ethyl-2-azabicyclo[2.2.1]heptan-2-yl)benzoic acid